3-(3-ethyl-2,3,4,9-tetrahydro-1H-carbazol-3-yl)propan-1-ol C(C)C1(CCC=2NC3=CC=CC=C3C2C1)CCCO